O=C(C/C(/C(=O)O)=C\CCC1=CC=CC=C1)N[C@@H](C)C1=CC=C(C=C1)C(F)(F)F (S,E)-2-(2-oxo-2-((1-(4-(trifluoromethyl)phenyl)ethyl)amino)ethyl)-5-phenylpent-2-enoic acid